BrC1=CC(=C(CN2C3=C(C=CC4=C2N=CC=C4)C=CC=N3)C(=C1)F)F 11-(4-bromo-2,6-difluorobenzyl)-11H-dipyrido[2,3-b:3',2'-f]azepine